COC(C1=CC(=C(C(=C1)F)CBr)Br)=O.FC=1C=C(C=CC1OC1=CC=NC2=CC(=CN=C12)OC)NC(=O)C=1C(=NC(=C(C1O)C1=CC=C(C=C1)F)C)C N-[3-fluoro-4-[(7-methoxy-1,5-naphthyridin-4-yl)oxy]phenyl]-5-(4-fluorophenyl)-4-hydroxy-2,6-dimethylpyridine-3-carboxamide methyl-3-bromo-4-(bromomethyl)-5-fluorobenzoate